C(C)NC(=O)[C@@H]1CCC2=CC(=CC=C12)C1=NOC(=N1)CC (R)-N-ethyl-5-(5-ethyl-1,2,4-oxadiazol-3-yl)-2,3-dihydro-1H-indene-1-carboxamide